dimethyl-ammonium propanesulfonate C(CC)S(=O)(=O)[O-].C[NH2+]C